CN(C(C)=O)\C(=C/C=C)\C1=CC=CC=C1 (Z)-N-Methyl-N-(1-phenylbuta-1,3-dien-1-yl)acetamide